(1,2,3,4-tetrahydroisoquinolin-1-yl)methylamine hydrochloride Cl.C1(NCCC2=CC=CC=C12)CN